C1(CC1)N1C(=NC2=C1C=C(C(=C2)F)F)C=2C(=NC=NC2)C#N 5-(1-Cyclopropyl-5,6-difluoro-1H-benzo[d]imidazol-2-yl)pyrimidine-4-carbonitrile